C(C)C1=CC=C(C=C1)N1C=2N=C3N(C(C2N=C1)=O)CCCC3 3-(4-ethylphenyl)-5,6,7,8-tetrahydropyrido[1,2-a]purin-10(3H)-one